5,6-dihydro-cyclopenta[c]pyrrol-4(2H)-one C=1NC=C2C1CCC2=O